3-(1-methylazetidin-3-yl)prop-2-en-1-one tert-butyl-2-((3-((1-(6-fluoronaphthalen-1-yl)cyclopropyl)carbamoyl)-4-methylphenoxy)methyl)azetidine-1-carboxylate C(C)(C)(C)OC(=O)N1C(CC1)COC1=CC(=C(C=C1)C)C(NC1(CC1)C1=CC=CC2=CC(=CC=C12)F)=O.CN1CC(C1)C=CC=O